N[C@H]1CN(CCC1)C(=O)C1=NN(C(=C1)C1=CC=C(C#N)C=C1)C1=C(C=C(C=C1)N(C)C)F (R)-4-(3-(3-aminopiperidine-1-carbonyl)-1-(4-(dimethylamino)-2-fluorophenyl)-1H-pyrazol-5-yl)benzonitrile